C\C(=C/CO)\CCC=C(C)C E-3,7-dimethyl-2,6-octadien-1-ol